C1(=CC=CC2=CC=CC=C12)C=1OC2=C(N1)C=CC=C2OB(O)O (2-(1-naphthyl)benzo[d]oxazol-7-yl)boric acid